tert-butyl 3-(6-bromo-3-cyanopyrazolo[1,5-a]pyridin-4-yl)azetidine-1-carboxylate BrC=1C=C(C=2N(C1)N=CC2C#N)C2CN(C2)C(=O)OC(C)(C)C